5-(7,7-difluoro-5-methyl-2,5-diazaspiro[3.4]oct-2-yl)-6-((tetrahydrofuran-3-yl)oxy)quinazolin-4-amine FC1(CN(C2(CN(C2)C2=C3C(=NC=NC3=CC=C2OC2COCC2)N)C1)C)F